OC1CC2CN(CC2CC1)C(=O)OCC1=CC=CC=C1 benzyl 5-hydroxy-1,3,3a,4,5,6,7,7a-octahydroisoindole-2-carboxylate